(R)-3-(8-((1r,4R)-4-(4-(2-(3-amino-6-(3-fluoro-2-hydroxyphenyl)pyridazin-4-yl)pyridin-4-yl)-3-oxopiperazin-1-yl)cyclohexyl)-2,3-dihydro-4H-benzo[b][1,4]oxazin-4-yl)piperidine-2,6-dione NC=1N=NC(=CC1C1=NC=CC(=C1)N1C(CN(CC1)C1CCC(CC1)C1=CC=CC2=C1OCCN2[C@H]2C(NC(CC2)=O)=O)=O)C2=C(C(=CC=C2)F)O